3-(3,3-difluoropyrrolidin-1-yl)benzoic acid FC1(CN(CC1)C=1C=C(C(=O)O)C=CC1)F